COC=1C=C2C=C(N(C2=CC1)C1=CC=C(C=C1)OC)C1=CC2=CC=CC=C2C=C1 5-methoxy-1-(4-methoxyphenyl)-2-(naphthalen-2-yl)-1H-indole